5-{3-[1-(4-amino-3-methyl-1H-pyrazolo[3,4-d]pyrimidin-1-yl)ethyl]-5-chloro-2-hydroxy-6-methylphenyl}-N,N-dimethylpyridine-2-carboxamide NC1=C2C(=NC=N1)N(N=C2C)C(C)C=2C(=C(C(=C(C2)Cl)C)C=2C=CC(=NC2)C(=O)N(C)C)O